(R)-N-(4-(4-amino-1-(1-cyclopropyl-2,2-difluoroethyl)-7-oxo-6,7-dihydro-1H-pyrazolo[3,4-d]pyridazin-3-yl)benzyl)-5-fluoro-2-methoxybenzamide NC=1C2=C(C(NN1)=O)N(N=C2C2=CC=C(CNC(C1=C(C=CC(=C1)F)OC)=O)C=C2)[C@@H](C(F)F)C2CC2